C(C)(C)N1N=C(C2=NC(=CC(=C21)NCC=2C=NC(=CC2)OC)C=2C(=NC=CC2)OC)C 1-isopropyl-5-(2-methoxy-3-pyridyl)-N-[(6-methoxy-3-pyridyl)methyl]-3-methyl-pyrazolo[4,3-b]pyridin-7-amine